rel-(1S,3R,3aR,7aR)-3-(4-(methoxycarbonyl)phenyl)-1-methyloctahydro-1H-indene-1-carboxylic acid COC(=O)C1=CC=C(C=C1)[C@@H]1C[C@@]([C@@H]2CCCC[C@H]12)(C(=O)O)C |o1:10,12,13,18|